COCCCC1=NN=C(S1)C1=CC=C(C(=O)N([C@H]2CNCCC2)C2=NC=CC3=C2C(=CS3)C)C=C1 4-[5-(3-methoxypropyl)-1,3,4-thiadiazol-2-yl]-N-(3-methylthieno[3,2-c]pyridin-4-yl)-N-[(3R)-3-piperidyl]benzamide